(5-((((3R)-3-hydroxycyclopentyl)methyl)-1,2,4-oxadiazol-3-yl)-2,2'-dimethyl-[1,1'-biphenyl]-3-yl)benzo[d]oxazole-5-carbaldehyde O[C@H]1CC(CC1)CC1=NC(=NO1)C=1C=C(C(=C(C1)C1=C(C=CC=C1)C)C)C=1OC2=C(N1)C=C(C=C2)C=O